2,6-dihydroxy-3-nitro-phenylketone OC1=C(C(=CC=C1[N+](=O)[O-])O)C(=O)C1=C(C(=CC=C1O)[N+](=O)[O-])O